bis(4-aminophenyl) butane-1,4-dicarboxylate C(CCCC(=O)OC1=CC=C(C=C1)N)C(=O)OC1=CC=C(C=C1)N